C(C1=CC=CC=C1)(=O)NNC(=O)C1=CC=C(C=C1)[C@H](C(C)C)O (S)-1-(4-(2-benzoylhydrazine-1-carbonyl)phenyl)-2-methylpropanol